(1R,3R,5R)-N-(4-methoxybenzyl)-N-(4-methyl-3-(pyrrolo[2,1-f][1,2,4]triazin-2-yl)phenyl)-2-(pyridin-2-yl)-2-azabicyclo[3.1.0]hexane-3-carboxamide COC1=CC=C(CN(C(=O)[C@@H]2N([C@@H]3C[C@@H]3C2)C2=NC=CC=C2)C2=CC(=C(C=C2)C)C2=NN3C(C=N2)=CC=C3)C=C1